1,2-bis((tert-butyl)(2-pyridyl)phosphino)o-xylene tert-butyl-(R)-(2-hydroxy-1-(4-(N-hydroxycarbamimidoyl)thiophen-2-yl)ethyl)carbamate C(C)(C)(C)N(C(O)=O)[C@H](CO)C=1SC=C(C1)C(NO)=N.C(C)(C)(C)P(C1(C(C=CC=C1)(C)P(C1=NC=CC=C1)C(C)(C)C)C)C1=NC=CC=C1